CC=1C(NC(NC1C)=O)=O 5,6-Dimethyluracil